C(C)(C)(C)OC(N[C@@H]1CNC[C@H]1OCCOC)=O trans-N-[4-(2-methoxyethoxy)pyrrolidin-3-yl]carbamic acid tert-butyl ester